C1(=CC=C(C=C1)ON=C(C(=O)[O-])C#N)C α-(4-tolyloxy)imino-α-cyanoacetate